(S)-3-((R)-2-benzyl-3-(N-hydroxyformamido)propanamido)-4-phenyl-butanoic Acid C(C1=CC=CC=C1)[C@@H](C(=O)N[C@H](CC(=O)O)CC1=CC=CC=C1)CN(C=O)O